[N+](=O)([O-])C=1C(=NN(C1)C1CCC2(OCCO2)CC1)C(F)(F)F 4-nitro-1-(1,4-dioxaspiro[4.5]decan-8-yl)-3-(trifluoromethyl)-1H-pyrazole